2-(3-(3,5-dichlorophenyl)-1,3-dimethylureido)-5-oxo-5H-thieno[3,2-b]pyran-6-carboxylic acid ClC=1C=C(C=C(C1)Cl)N(C(N(C)C1=CC=2OC(C(=CC2S1)C(=O)O)=O)=O)C